(3aR,6aS)-N'-(6,7-dihydroquinolin-8(5H)-ylidene)-5-(pyridin-2-yl)hexahydropyrrolo[3,4-c]pyrrole-2(1H)-thiohydrazide N1=CC=CC=2CCCC(C12)=NNC(=S)N1C[C@@H]2CN(C[C@@H]2C1)C1=NC=CC=C1